CC(C)(CCCCC=C)O 2-methyl-2-hydroxy-7-octene